NCC(=O)N1C(C=2N(CC1)C(=C(N2)C2=CC=C(C=C2)F)NC2=CC=CC=1N2C=CN1)(C)C 2-amino-1-(2-(4-fluorophenyl)-3-(imidazo[1,2-a]pyridin-5-ylamino)-8,8-dimethyl-5,6-dihydroimidazo[1,2-a]pyrazin-7(8H)-yl)ethan-1-one